4-(7-cyclopropyl-imidazo[1,2-a]pyridin-3-yl)-7-[[5-(4-hydroxy-1-piperidyl)-2-pyridyl]amino]isoindolin-1-one C1(CC1)C1=CC=2N(C=C1)C(=CN2)C2=C1CNC(C1=C(C=C2)NC2=NC=C(C=C2)N2CCC(CC2)O)=O